ClC1=C(C=CC=C1F)C1NCCCCC1 2-(2-chloro-3-fluorophenyl)azepane